(R)-N-Cbz-2-aminopropanol C(=O)(OCC1=CC=CC=C1)N[C@@H](CO)C